C(C1=CC=CC=C1)N([S@@](=O)C(C)(C)C)[C@@H](CC)[C@H]1OC=CCC1 (S)-N-benzyl-N-((S)-1-((S)-3,4-dihydro-2H-pyran-2-yl)propyl)-2-methylpropane-2-sulfinamide